1-(isopropylsulfonyl)piperazine tert-butyl-N-[(1S)-1-(Hydroxymethyl)-2-[(3S)-2-oxopyrrolidin-3-yl]ethyl]carbamate C(C)(C)(C)OC(N[C@@H](C[C@H]1C(NCC1)=O)CO)=O.C(C)(C)S(=O)(=O)N1CCNCC1